CN1N=CC(=C1)C1=CC=C2C(=NNC2=C1)C1=CC(=NO1)C1=CC=C(C(=O)N2[C@H](CCC2)C(C)(C)O)C=C1 2-[(2R)-1-(4-{5-[6-(1-methyl-1H-pyrazol-4-yl)-1H-indazol-3-yl]-1,2-oxazol-3-yl}benzoyl)pyrrolidin-2-yl]propan-2-ol